BrC1=C(C=CC(=C1F)F)[C@@H]1C(=C(NC(=N1)C=1SC=CN1)C12C3C4C5(C(C14)C2C53)C(=O)O)C(=O)OC (2S,3S,5S,6S,7S,8S)-4-((S*)-6-(2-bromo-3,4-difluorophenyl)-5-(methoxycarbonyl)-2-(thiazol-2-yl)-3,6-dihydropyrimidin-4-yl)cubane-1-carboxylic acid